[I-].O=C(CCCCCC1=CC(=CC2=[NH+]C(=C3C=C(C=CC3=C12)N)C1=CC=CC=C1)N)NCCCOCCOCCOCCCNC(CCCCCC1=CC(=CC2=[NH+]C(=C3C=C(C=CC3=C12)N)C1=CC=CC=C1)N)=O.[I-] (6,22-dioxo-11,14,17-trioxa-7,21-di-azaheptacosane-1,27-diyl)bis(3,8-diamino-6-phenylphenanthridin-5-ium) iodide